C1(=CC=C(C=C1)NC1=NC2=CC(=C(C=C2C=C1)OC)OC(C)=O)C 2-(p-toluidino)-6-methoxy-7-acetoxyquinoline